N-[1-methyl-3-[2-[[1-(2,2,2-trifluoroethyl)pyrazol-4-yl]amino]pyrimidin-4-yl]indol-6-yl]prop-2-enamide CN1C=C(C2=CC=C(C=C12)NC(C=C)=O)C1=NC(=NC=C1)NC=1C=NN(C1)CC(F)(F)F